ClC1=CC=C(C=C1)C=1C=C(C(N(N1)C=1C=NC=NC1)=O)C(=O)N[C@H](CO)C 6-(4-Chlorophenyl)-N-[(2S)-1-hydroxypropan-2-yl]-3-oxo-2-(pyrimidin-5-yl)-2,3-dihydropyridazine-4-carboxamide